C(=C)C1CN(C1)C1=CC(=C2C(C(=CN(C2=N1)C1=NC=NS1)C(=O)O)=O)C 7-(3-vinyl-azetidin-1-yl)-5-methyl-4-oxo-1-(1,2,4-thiadiazol-5-yl)-1,4-dihydro-1,8-naphthyridine-3-carboxylic acid